5-(1-phenyl-1H-pyrazol-4-yl)-N-[(piperidin-4-yl)methyl]furan-2-carboxamide C1(=CC=CC=C1)N1N=CC(=C1)C1=CC=C(O1)C(=O)NCC1CCNCC1